C=1C2=C(SC1)C=1C=CC3=C(SC=C3)C1C=C2 naphtho[1,2-b:5,6-b']dithiophene